C1(CC1)C([C@@H](C(=O)OCC)NC(=O)C=1C=NN(C1C)C1CCOCC1)C1CC1 ethyl (2S)-3,3-dicyclopropyl-2-[(5-methyl-1-tetrahydropyran-4-yl-pyrazole-4-carbonyl)amino]propanoate